NC1=C(C=2C(=NC=C(C2S1)F)C=1C2=C(C=3C=NC(=NC3C1F)N1C3CN(CC1C3)C)COC2)C#N 2-Amino-7-fluoro-4-(5-fluoro-3-(3-methyl-3,6-diazabicyclo[3.1.1]heptan-6-yl)-7,9-dihydrofuro[3,4-f]quinazolin-6-yl)thieno[3,2-c]pyridine-3-carbonitrile